4-fluoro-N'-((1,2,3,5,6,7-hexahydrodicyclopenta[b,e]pyridin-8-yl)carbamoyl)-5-(2-hydroxypropan-2-yl)thiophene-2-sulfonimidamide FC=1C=C(SC1C(C)(C)O)S(=O)(N)=NC(NC1=C2C(=NC3=C1CCC3)CCC2)=O